CC1=C(C=2N(C=C1C1=C(C=3N=C(SC3N1)N1CC3(C1)CN(C3)CC(C)C)C(C)C)N=CN2)C 5-(7,8-dimethyl-[1,2,4]triazolo[1,5-a]pyridin-6-yl)-2-(6-isobutyl-2,6-diazaspiro[3.3]heptan-2-yl)-6-isopropyl-4H-pyrrolo[3,2-d]thiazole